1-(4-[(4-Benzoylphenyl)thio]phenyl)-2-methyl-2-[(4-methylphenyl)sulfonyl]-1-propan-1-one CC1=CC=C(C=C1)S(=O)(=O)C(C)(C)C(=O)C2=CC=C(C=C2)SC3=CC=C(C=C3)C(=O)C4=CC=CC=C4